4-STYRYLPYRIDINE C(=CC1=CC=CC=C1)C1=CC=NC=C1